ClC=1C=C(C=CC1)C1=CC(=NO1)[C@@H](C)OC=1N(C(=NN1)C1=NC=CC=C1)C [5-[(1R)-1-[5-(3-chlorophenyl)-3-isoxazolyl]ethoxy]-4-methyl-4H-1,2,4-triazol-3-yl]pyridine